OC1CN(CC1C(C)C)CC1=C2C(=NC(=C1)C=1C=C3CN(C(C3=CC1)=O)C1C(NC(CC1)=O)=O)NC=C2 3-(5-(4-((3-hydroxy-4-isopropylpyrrolidin-1-yl)methyl)-1H-pyrrolo[2,3-b]pyridin-6-yl)-1-oxoisoindolin-2-yl)piperidine-2,6-dione